OC=1C=C(C=C(C1)OC)C(C)=O 1-(3-hydroxy-5-methoxyphenyl)ethan-1-one